[2-(2,2-dimethoxyethoxy)-8-fluoro-7-[3-(methoxymethoxy)-8-(2-triisopropylsilylethynyl)-1-naphthyl]pyrido[4,3-d]pyrimidin-4-yl]-3,8-diazabicyclo[3.2.1]octane-8-carboxylate COC(COC=1N=C(C2=C(N1)C(=C(N=C2)C2=CC(=CC1=CC=CC(=C21)C#C[Si](C(C)C)(C(C)C)C(C)C)OCOC)F)OC(=O)N2C1CNCC2CC1)OC